rel-N-[(1S)-1-(5-cyanopyrazin-2-yl)ethyl]-2-(5,6-difluoro-2-oxo-1H-quinolin-3-yl)acetamide C(#N)C=1N=CC(=NC1)[C@H](C)NC(CC=1C(NC2=CC=C(C(=C2C1)F)F)=O)=O |o1:8|